FC1=C(OC=2N=CC(=NC2)NC([C@H](C)N2CC(N(CC2)C(C2=CN=C(C(=C2)CO)OC)=O)(C)C)=O)C=CC(=C1)F (S)-N-(5-(2,4-difluorophenoxy)pyrazin-2-yl)-2-(4-(5-(hydroxymethyl)-6-methoxynicotinoyl)-3,3-dimethylpiperazin-1-yl)propanamide